((R)-1-(((2R-3R,4S,5R)-5-(6-amino-2-chloro-9H-purin-9-yl)-4-fluoro-3-hydroxytetrahydrofuran-2-yl)methoxy)-2-(methylamino)-2-oxoethyl)phosphonic acid NC1=C2N=CN(C2=NC(=N1)Cl)[C@H]1[C@H]([C@@H]([C@H](O1)CO[C@@H](C(=O)NC)P(O)(O)=O)O)F